FC1=CC=C2C(=NNC2=C1)C1CCNCC1 6-fluoro-3-(piperidin-4-yl)-1H-indazole